[Fe].O.NCC(=O)O glycine hydrate iron